tert-butyl 4-((5-methyl-4-(1-((2-(trimethylsilyl)ethoxy)methyl)-1H-indazol-3-yl)pyridin-2-yl)amino)piperidine-1-carboxylate CC=1C(=CC(=NC1)NC1CCN(CC1)C(=O)OC(C)(C)C)C1=NN(C2=CC=CC=C12)COCC[Si](C)(C)C